C(=O)(OOOCC(CCCC)CC)OC(=O)OOOCC(CCCC)CC bis(2-ethylhexyl peroxy) dicarbonate